CC1=C(C(=O)NC=2C=C3CCC(NC3=CC2)=O)C=CC=C1 2-methyl-N-(2-oxo-1,2,3,4-tetrahydroquinolin-6-yl)benzamide